4-(4-amino-3-nitrophenyl)furan-2-carbaldehyde NC1=C(C=C(C=C1)C=1C=C(OC1)C=O)[N+](=O)[O-]